4-(3-(2-(3-(1H-pyrazol-4-yl)benzoylamino)-1-phenyl-1H-imidazol-4-yl)propyl)morpholine 4-oxide N1N=CC(=C1)C=1C=C(C(=O)NC=2N(C=C(N2)CCC[N+]2(CCOCC2)[O-])C2=CC=CC=C2)C=CC1